P(=O)(OC(C(=C)F)(CCC=C(C)C)C)(OP(=O)(O)O)O (2-fluoro-3,7-dimethyloct-1,6-dien-3-yl) phosphono hydrogen phosphate